C(C)C1(COC1)COCCC[Si](OCC)(OCC)OCC 3-ethyl-3-{1-[3-(triethoxysilyl)propoxy]methyl}oxetane